1-(6-isocyanatohexyl)-3-(6-methyl-4-oxo-1,4-dihydropyrimidin-2-yl)urea N(=C=O)CCCCCCNC(=O)NC=1NC(=CC(N1)=O)C